N1CC(C1)OCC1N(CCCC1)C1=CC=C(C=C1)[N+](=O)[O-] ((azetidin-3-yloxy)methyl)-1-(4-nitrophenyl)piperidine